(S)-(1-((4-(1-methyl-6-oxo-1,6-dihydropyridin-3-yl)phenyl)amino)-1-Oxo-3,3-diphenylpropan-2-yl)carbamic acid tert-butyl ester C(C)(C)(C)OC(N[C@H](C(=O)NC1=CC=C(C=C1)C1=CN(C(C=C1)=O)C)C(C1=CC=CC=C1)C1=CC=CC=C1)=O